FC=1C=C(C=CC1CC1CC2(C1)CN(CC2)S(=O)(=O)C)NC(OCC2=CN=CO2)=O oxazol-5-ylmethyl (3-fluoro-4-((6-(methylsulfonyl)-6-azaspiro[3.4]octan-2-yl)methyl)phenyl)carbamate